ONC(=O)[C@H]1[C@@H]2CC[C@H](CN1S(=O)(=O)C=1C=NC(=CC1)OC=1C=NN(C1)C)N2C(=O)OCCOC 2-methoxyethyl (1S,2R,5R)-2-(hydroxycarbamoyl)-3-((6-((1-methyl-1H-pyrazol-4-yl)oxy)-pyridin-3-yl)-sulfonyl)-3,8-diazabicyclo[3.2.1]-octane-8-carboxylate